BrC=1C=2N(C=CC1)C(=C(N2)C#CCNC2=C(C=C(C=C2)S(=O)(=O)C)OC)SC(F)(F)F N-[3-[8-bromo-3-(trifluoromethylsulfanyl)imidazo[1,2-a]pyridin-2-yl]prop-2-ynyl]-2-methoxy-4-methylsulfonyl-aniline